(((5-(Para-tolyl)oxazole-2-yl)methyl)amino)isoindolin-1,3-dione C1(=CC=C(C=C1)C1=CN=C(O1)CNN1C(C2=CC=CC=C2C1=O)=O)C